(5-chloro-2-((5-cyanopyridin-3-yl)methoxy)-4-((3-(2,3-dihydrobenzo[b][1,4]dioxin-6-yl)-2-methylbenzyl)amino)benzyl)-D-serine ClC=1C(=CC(=C(CN[C@H](CO)C(=O)O)C1)OCC=1C=NC=C(C1)C#N)NCC1=C(C(=CC=C1)C1=CC2=C(OCCO2)C=C1)C